4,4,5-trifluoro-5-methyl-1,3-dioxolan-2-one FC1(OC(OC1(C)F)=O)F